ClC1=C(C=CC=C1)C1=C(C=NO1)C(=O)NC1=NC=CC(=C1)C(F)(F)F 5-(2-chlorophenyl)-N-(4-(trifluoromethyl)pyridin-2-yl)isoxazole-4-carboxamide